ClC12C3C(C(C(=C1Cl)Cl)(C2(Cl)Cl)Cl)C(=O)OC3=O 1,4,5,6,7,7-hexachloro-5-norbornene-2,3-dicarboxylic anhydride